CC=1N=C(C=2N(C1)C=C(N2)C2=C1C=NN=C(C1=CC=C2)N2CCNCC2)C 5-[6,8-dimethylimidazo[1,2-a]pyrazin-2-yl]-1-(piperazin-1-yl)phthalazine